COC=1C=C(C=CC1OC)C1=C(N=C2N1N=C(C=C2NCC2=CC(=NC=C2)C)C)C 3-(3,4-Dimethoxyphenyl)-2,6-dimethyl-N-((2-methylpyridin-4-yl)methyl)imidazo[1,2-b]pyridazin-8-amine